3,7-di(dimethylamino)-10-acetylphenothiazine CN(C=1C=CC=2N(C3=CC=C(C=C3SC2C1)N(C)C)C(C)=O)C